N1CCC(CC1)C=1OC(=NN1)[C@@]12CN(C[C@]2(C1)C(F)(F)F)C1=C2C=CC=NC2=C(C=C1)C(F)(F)F 2-(piperidin-4-yl)-5-((1S,5R)-5-(trifluoromethyl)-3-(8-(trifluoromethyl)quinolin-5-yl)-3-azabicyclo[3.1.0]hexan-1-yl)-1,3,4-oxadiazole